3-Cyano-2-isopropyl-N-(1-(1-(2-methoxyethyl)-1H-pyrazol-4-yl)-1H-indazol-6-yl)benzamide C(#N)C=1C(=C(C(=O)NC2=CC=C3C=NN(C3=C2)C=2C=NN(C2)CCOC)C=CC1)C(C)C